Cl.N[C@H](C(=O)N[C@@H](CCCC1=CC=CC=C1)B1OC(C(O1)(C)C)(C)C)CC(=O)N1CCOCC1 (S)-2-amino-4-morpholino-4-oxo-N-((R)-4-phenyl-1-(4,4,5,5-tetramethyl-1,3,2-dioxaborolan-2-yl)butyl)butanamide hydrochloride